FC1(C(C1)CN1N=CC(=C1)C=1C(=CC(N(C1)C)=O)OCC)F 5-[1-(2,2-Difluoro-cyclopropylmethyl)-1H-pyrazol-4-yl]-4-ethoxy-1-methyl-1H-pyridin-2-one